Ytterbium trifluoromethanesulfonate FC(S(=O)(=O)[O-])(F)F.[Yb+3].FC(S(=O)(=O)[O-])(F)F.FC(S(=O)(=O)[O-])(F)F